bis(methyl salicylate) carbonate C(O)(O)=O.COC=1C(C(=O)O)=CC=CC1.COC=1C(C(=O)O)=CC=CC1